4-[6-amino-2-(pyridin-3-yl)-9H-purin-9-yl]cyclohexanecarboxylic acid methyl ester COC(=O)C1CCC(CC1)N1C2=NC(=NC(=C2N=C1)N)C=1C=NC=CC1